FC(CN1C(NC(C1=O)C(C)C)=O)F 3-(2,2-difluoroethyl)-5-isopropyl-2,4-dioxoimidazolidine